IC1=NN(C2=CN=C(C=C21)C2(CCC2)C#N)C(C2=CC=CC=C2)(C2=CC=CC=C2)C2=CC=CC=C2 1-(3-iodo-1-trityl-pyrazolo[3,4-c]pyridin-5-yl)cyclobutanecarbonitrile